2,3-dihydroxy-4-oxobutyrate OC(C(=O)[O-])C(C=O)O